C(#N)[C@H]1N(CSC1)C(CNC(=O)C1=CC=NC2=CC=C(C=C12)N1CC2(CC2)CC1)=O (R)-N-(2-(4-Cyanothiazolidin-3-yl)-2-oxoethyl)-6-(5-azaspiro[2.4]heptan-5-yl)quinoline-4-carboxamide